4-(3-chlorophenyl)-5-(4-chlorophenyl)-5-hydroxy-2-methylpentanoic acid ClC=1C=C(C=CC1)C(CC(C(=O)O)C)C(O)C1=CC=C(C=C1)Cl